1-(3-aminophenyl)pyrrolidin-2-one ethyl-(S)-3-(benzyl((R)-1-phenylethyl)amino)-3-(3',5'-dimethylbiphenyl-3-yl)propanoate C(C)OC(C[C@@H](C=1C=C(C=CC1)C1=CC(=CC(=C1)C)C)N([C@H](C)C1=CC=CC=C1)CC1=CC=CC=C1)=O.NC=1C=C(C=CC1)N1C(CCC1)=O